iodo-indole IC=1NC2=CC=CC=C2C1